N-[3-(5-cyano-1,3-benzothiazol-2-yl)-1-bicyclo[1.1.1]pentanyl]-5-(1-methylsulfonylcyclopropyl)furan-2-carboxamide C(#N)C=1C=CC2=C(N=C(S2)C23CC(C2)(C3)NC(=O)C=3OC(=CC3)C3(CC3)S(=O)(=O)C)C1